Cl.N=1N(N=C2C1C=CC=C2)C=2C=C(C=CC2O)CCC(=O)NCCCC[C@H](N)C(=O)OC Methyl N6-(3-(3-(2H-benzo[d][1,2,3]triazol-2-yl)-4-hydroxyphenyl)propanoyl)-L-lysinate hydrochloride